OC(CC=1SC(=CN1)S(=O)(=O)Cl)(C)C 2-(2-hydroxy-2-methyl-propyl)thiazole-5-sulfonyl chloride